NC1=C(C=2C(=NC=C(C2S1)F)C=1C2=C(C=3C=NC(=NC3C1F)N1CCC3N(CCCC31)C[C@H](C)O)COC2)C#N 2-Amino-7-fluoro-4-(5-fluoro-3-(4-((S)-2-hydroxypropyl)octahydro-1H-pyrrolo[3,2-b]pyridin-1-yl)-7,9-dihydrofuro[3,4-f]quinazolin-6-yl)thieno[3,2-c]pyridine-3-carbonitrile